(2S,3S)-N1,N4-bis(2-(2-(2-(2-(3-((S or R)-6,8-dichloro-2-methyl-1,2,3,4-tetrahydroisoquinolin-4-yl)phenylsulfonamido)ethoxy)ethoxy)ethoxy)ethyl)-2,3-dihydroxysuccinamide ClC=1C=C2[C@@H](CN(CC2=C(C1)Cl)C)C=1C=C(C=CC1)S(=O)(=O)NCCOCCOCCOCCNC([C@H]([C@@H](C(=O)NCCOCCOCCOCCNS(=O)(=O)C1=CC(=CC=C1)[C@@H]1CN(CC2=C(C=C(C=C12)Cl)Cl)C)O)O)=O |o1:4,62|